2-(cyclopropylmethyl)pyrimidin-5-amine C1(CC1)CC1=NC=C(C=N1)N